6-(benzyloxy)pyrazolo[1,5-a]Pyridine-3-carbonitrile C(C1=CC=CC=C1)OC=1C=CC=2N(C1)N=CC2C#N